ethyl cis-4-octenoate C(CC\C=C/CCC)(=O)OCC